(tert-butoxycarbonyl-methyl-amino)-acetic acid C(C)(C)(C)OC(=O)N(C)CC(=O)O